((6-methoxypyridin-3-yl)methyl)octahydro-1H-4,7-epiminoisoindole hydrochloride Cl.COC1=CC=C(C=N1)CC1NCC2C3CCC(C12)N3